C(C)N[C@@H]1[C@H](CCCC1)CC=1C=C2CN(C(C2=CC1)=O)C1C(NC(CC1)=O)=O 3-(5-(((1R,2S)-2-(ethylamino)cyclohexyl)methyl)-1-oxoisoindolin-2-yl)piperidine-2,6-dione